CC1C(C1C)C(=O)OCC1=CC=CC=C1 cis-benzyl 2,3-dimethylcyclopropylcarboxylate